ClC1=CC=2N(C=C1)C=NC2CC(=O)O 2-(7-chloroimidazo[1,5-a]pyridin-1-yl)acetic acid